CN(C1=C(C(=C(C(=C1C)C)N(C)C)C)C)C N1,N1,N4,N4,2,3,5,6-octamethyl-1,4-benzenediamine